C(C)(C)C=1C(=NN(C1C1=CC=C(C=C1)OC(F)(F)F)C)NC(CC1(CC1)C(F)(F)F)=O N-(4-isopropyl-1-methyl-5-(4-(trifluoromethoxy)phenyl)-1H-pyrazol-3-yl)-2-(1-(trifluoromethyl)cyclopropyl)acetamide